tert-butyl (2-amino-5-(dimethylamino)phenyl)carbamate NC1=C(C=C(C=C1)N(C)C)NC(OC(C)(C)C)=O